C[C@@H]1CC[C@H]2C([C@@H]3[C@](CC[C@]12C3)(C)OC(\C=C\C3=CC(=C(C=C3)O)O)=O)(C)C (E)-(3R,3aS,6R,7R,8aS)-3,6,8,8-tetramethyloctahydro-1H-3a,7-methanoazulen-6-yl-3-(3,4-dihydroxy phenyl)acrylate